tert-butyl (4S)-2,2-dimethyl-4-[3-[(6-sulfamoyl-2-pyridyl) amino] propyl]pyrrolidine-1-carboxylate CC1(N(C[C@H](C1)CCCNC1=NC(=CC=C1)S(N)(=O)=O)C(=O)OC(C)(C)C)C